methyl (2-methyl-alpha-methoxyiminophenylacetate) CC1=C(C=CC=C1)C(C(=O)OC)=NOC